2-(9-aminononanamido)-N-(4-methyl-5-nitrothiazol-2-yl)benzamide NCCCCCCCCC(=O)NC1=C(C(=O)NC=2SC(=C(N2)C)[N+](=O)[O-])C=CC=C1